O1-[2-[1-[2-[2-[4-[2-[5-(2-hexyldecoxy)-5-oxo-pentanoyl]oxyethyl]-1-piperidyl]ethyldisulfanyl]ethyl]-4-piperidyl]ethyl] O5-(2-hexyldecyl) pentanedioate C(CCCC(=O)OCC(CCCCCCCC)CCCCCC)(=O)OCCC1CCN(CC1)CCSSCCN1CCC(CC1)CCOC(CCCC(=O)OCC(CCCCCCCC)CCCCCC)=O